1-[3-(2,5-diaminophenyl)propyl]-1-methylpyrrolidinium NC1=C(C=C(C=C1)N)CCC[N+]1(CCCC1)C